9-(3-((4-methoxybenzyl)(methyl)amino)propyl)-3-azaspiro[5.5]undecane COC1=CC=C(CN(CCCC2CCC3(CCNCC3)CC2)C)C=C1